CN(C(=O)C1N(CC2C1CCC2)C(=O)OC(C)(C)C)C=2C=C(C=CC2)C tert-butyl (Rac)-1-(methyl(m-tolyl)carbamoyl)hexahydrocyclopenta[c]pyrrole-2(1H)-carboxylate